NC1CCN(CC1)C(=O)C1(CC1)C1=CC=C(C=C1)OC (4-amino-1-piperidyl)-[1-(4-methoxyphenyl)cyclopropyl]-methanone